(8-{[2-(4-Bromophenyl)imidazo[1,2-a]pyridin-3-yl]methyl}-3,8-diazabicyclo[3.2.1]oct-3-yl)(3-methoxyphenyl)methanone BrC1=CC=C(C=C1)C=1N=C2N(C=CC=C2)C1CN1C2CN(CC1CC2)C(=O)C2=CC(=CC=C2)OC